FC(CC(=O)C1=C(C=CC=C1)F)(F)F trifluoro-1-(2-fluoro-phenyl)propan-1-one